2-(4-((1-(tert-butyl)-2-methoxy-1H-benzo[d]imidazol-6-yl)oxy)-3,5-dichlorophenyl)-3,5-dioxo-2,3,4,5-tetrahydro-1,2,4-triazine-6-carbonitrile C(C)(C)(C)N1C(=NC2=C1C=C(C=C2)OC2=C(C=C(C=C2Cl)N2N=C(C(NC2=O)=O)C#N)Cl)OC